O1C(OCCC1)CCC(=O)C1=C(C=CC(=N1)NC(=O)C1CC1)Br N-(6-(3-(1,3-dioxan-2-yl)propionyl)-5-bromopyridin-2-yl)cyclopropanecarboxamide